Cl.C(C)(C)(C)N1C[C@H]([C@@H](C1)C1=CC=C(C=C1)Cl)C(=O)N1C[C@H](C[C@H]1C(=O)N1CCOCC1)N(C(C(C)(C)C)=O)C1CCC(CC1)(C)C N-((3S,5S)-1-((3S,4R)-1-(tert-butyl)-4-(4-chlorophenyl)pyrrolidine-3-carbonyl)-5-(morpholine-4-carbonyl)pyrrolidin-3-yl)-N-(4,4-dimethylcyclohexyl)trimethylacetamide hydrochloride